3-fluoro-N-(2-((3-methyl-4-((1R,3R)-3-methyl-2-(2,2,2-trifluoroethyl)-2,3,4,9-tetrahydro-1H-pyrido[3,4-b]indol-1-yl)pyridin-2-yl)oxy)ethyl)propan-1-amine FCCCNCCOC1=NC=CC(=C1C)[C@H]1N([C@@H](CC2=C1NC1=CC=CC=C21)C)CC(F)(F)F